1-(4-(2-(4-(2-acetoxy-3-chloropropoxy)-3,5-dichlorophenyl)propan-2-yl)phenoxy)-3-morpholinopropan-2-yl acetate C(C)(=O)OC(COC1=CC=C(C=C1)C(C)(C)C1=CC(=C(C(=C1)Cl)OCC(CCl)OC(C)=O)Cl)CN1CCOCC1